CN(C1=CC(=C(C=C1)OC)NC(=O)C=1OC=CC1)C1=CC(OC2=CC=CC=C12)=O 4-(N-methyl-N-(3-(1-(furan-2-yl)-formylamino)-4-methoxyphenyl)-amino)coumarin